(1S,2R)-1-(6-bromo-2-methoxyquinolin-3-yl)-4-dimethylamino-2-(1-naphthyl)-1-phenyl-butan-2-ol BrC=1C=C2C=C(C(=NC2=CC1)OC)[C@@H]([C@@](CCN(C)C)(O)C1=CC=CC2=CC=CC=C12)C1=CC=CC=C1